CC(CC(=O)O)CCC(CCC)C 3,6-dimethylnonanoic acid